(1-Benzylpiperidin-4-yl)-N-(4-methylphenyl)-2-furoamide C(C1=CC=CC=C1)N1CCC(CC1)C1=C(OC=C1)C(=O)NC1=CC=C(C=C1)C